ClC=1C(=C(C=CC1)NC(=O)C1=CC(=CC=2NC(=NC21)C(C)(CCC)C)NC(=O)C2=C(C=CC=C2)C(F)(F)F)C N-(3-chloro-2-methylphenyl)-2-(2-methylpentane-2-yl)-6-({[2-(trifluoromethyl)phenyl]carbonyl}amino)-1H-benzimidazole-4-carboxamide